CN1C=NC=C1C(=O)N1CCN(CC1)C(=O)C1=CC=C(C=C1)C1=NC2=C(N1)C=CC=C2C(=O)N 2-(4-(4-(1-methyl-1H-imidazole-5-carbonyl)piperazine-1-carbonyl)phenyl)-1H-benzo[d]imidazole-4-carboxamide